FC(S(=O)(=O)[O-])(F)F.[Au+3].C1(=CC=CC=C1)P(C1=CC=CC=C1)C1=CC=CC=C1.FC(S(=O)(=O)[O-])(F)F.FC(S(=O)(=O)[O-])(F)F triphenylphosphine gold trifluoromethanesulfonate